4-(2-Hydroperoxypropan-2-yl)phenyl-propionat O(O)C(C)(C)C1=CC=C(C=C1)OC(CC)=O